methyl 4-(4-(2-((S)-4-(4-chlorophenyl)-2,3,9-trimethyl-6H-thieno[3,2-f][1,2,4]triazolo[4,3-a][1,4]diazepin-6-yl)acetamido)butanamido)-2-(3,4-diamino-4-oxobut-1-yn-1-yl)benzoate ClC1=CC=C(C=C1)C1=N[C@H](C=2N(C3=C1C(=C(S3)C)C)C(=NN2)C)CC(=O)NCCCC(=O)NC2=CC(=C(C(=O)OC)C=C2)C#CC(C(=O)N)N